C(C)(C)(C)OC(=O)NCCCN(CC(=O)OCC)C=1C=NN2C1C=CC(=C2)C=2C=NN(C2)C ethyl N-(3-((tert-butoxycarbonyl)amino)propyl)-N-(6-(1-methyl-1H-pyrazol-4-yl)pyrazolo[1,5-a]pyridin-3-yl)glycinate